C1(=CC=CC=2SC3=C(C21)C=CC=C3)C=3C(=C(C=CC3)C=3C(=CC=CC3)C3=CC=CC=C3)C3=NN=NC(=C3C3=CC=CC=C3)C3=CC=CC=C3 (dibenzothiophenyl)(diphenyltriazinyl)terbenzene